N,N-dimethyl-dodecyl-amine CN(C)CCCCCCCCCCCC